[2-(2-{3-[(2-aminoethyl)carbamoyl]phenoxy}-1-azidoethoxy)ethoxy]acetic acid NCCNC(=O)C=1C=C(OCC(OCCOCC(=O)O)N=[N+]=[N-])C=CC1